C(C)(C)(C)OC(=O)NC=1C2=C(N=CN2C2=CC(=NC=C2N1)C(=O)O)C 7-(tert-butoxycarbonylamino)-5-methyl-2,4,8,11-tetrazatricyclo[7.4.0.02,6]trideca-1(13),3,5,7,9,11-hexaene-12-carboxylic acid